COC(=O)N1[C@H](CCC2=C3C(=CC=C12)N(C(=N3)CC[C@H]3OCCC3)C3CCCCC3)C (1S,3R)-3-((S)-6-(Methoxycarbonyl)-7-methyl-2-(2-((R)-tetrahydrofuran-2-yl)ethyl)-6,7,8,9-tetrahydro-3H-imidazo[4,5-f]chinolin-3-yl)cyclohexan